FC(N1N=CC(=C1)[C@@H]1[C@H](C1)C=1C=2N(N=C(C1)C=1C(=NC(=NC1)OC)OC)C(=CN2)F)F 8-((1S,2S)-2-(1-(difluoromethyl)-1H-pyrazol-4-yl)cyclopropyl)-6-(2,4-dimethoxypyrimidin-5-yl)-3-fluoroimidazo[1,2-b]pyridazine